CC1(COC2=C1C(=CC=C2C)OC=2N=CC(=NC2)NC(=O)[C@@H](CC)NC(OC(C)(C)C)=O)C tert-butyl N-[(1R)-1-[[5-[(3,3,7-trimethyl-2H-benzofuran-4-yl)oxy]pyrazin-2-yl]carbamoyl]propyl]carbamate